C(=CC)C1=C(C=CC(=C1)Br)F 2-(1-propenyl)-4-bromofluorobenzene